C(C)(C)OC=1C=C(C=CC1OC)C1=NN(C2=NC=NC(=C21)N)C(C)C 3-(3-isopropoxy-4-methoxyphenyl)-1-isopropyl-1H-pyrazolo[3,4-d]pyrimidin-4-amine